choline benzo(1,2,3)thiadiazole-7-carboxylate S1N=NC2=C1C(=CC=C2)C(=O)OCC[N+](C)(C)C